[Sn].C1(=C2C(=CC=C1[2H])N=C1C=CC3=C4C=CC=CC4=NC3=C12)[2H] indolocarbazole-d2 Stannum